C(#N)C1=NC2=CC(=CC(=C2N=C1N1CC2=CC=CC=C2C1)C(C)NC1=C(C(=O)O)C=CC=C1)C 2-((1-(2-cyano-3-(isoindolin-2-yl)-7-methylquinoxalin-5-yl)ethyl)amino)benzoic acid